(R)-6-chloro-4,5-dimethyl-N-(piperidin-3-yl)pyridazin-3-amine hydrochloride Cl.ClC1=C(C(=C(N=N1)N[C@H]1CNCCC1)C)C